OC1=CC=C(C=C1)C1=CC=C(C=C1)O[C@H]1[C@H](COC1)NS(=O)(=O)C(C)C N-{(3S,4S)-4-[(4'-hydroxybiphenyl-4-yl)oxy]tetra-hydrofuran-3-yl}propane-2-sulfonamide